FC1=C(OC=2C=C(C=CC2)[C@H](CC(=O)OCC)NC(=O)NC=2C(N(C=CC2O)C)=O)C=CC(=C1)F ethyl (S)-3-(3-(2,4-difluorophenoxy)phenyl)-3-(3-(4-hydroxy-1-methyl-2-oxo-1,2-dihydro pyridin-3-yl)ureido)propanoate